3-((cis)-3,3-difluorohexahydro-1H-pyrrolo[2,3-c]pyridin-6(2H)-yl)-2,2-dimethyl-3-oxopropanoic acid FC1(CN[C@@H]2CN(CC[C@@H]21)C(C(C(=O)O)(C)C)=O)F